FC(C1=NC(=NO1)C=1C=CC(=NC1)CN1C(CCC2=CC=CN=C12)=O)(F)F 1-({5-[5-(trifluoromethyl)-1,2,4-oxadiazol-3-yl]pyridin-2-yl}methyl)-3,4-dihydro-1,8-naphthyridin-2(1H)-one